FC(C1=NN(C=C1NC(=O)C=1N=C(OC1)C1=CC(=NC=C1)C)C1CCC(CC1)CO)F N-[3-(difluoromethyl)-1-[4-(hydroxymethyl)cyclohexyl]pyrazol-4-yl]-2-(2-methyl-4-pyridyl)oxazole-4-carboxamide